2,2-bis(t-butylperoxy)octane C(C)(C)(C)OOC(C)(CCCCCC)OOC(C)(C)C